6-(3-Ethoxy-4-fluorophenyl)-N-[(2-oxo-1H-pyridin-3-yl)sulfonyl]-2-[(4S)-2,2,4-trimethylpyrrolidin-1-yl]pyridin-3-carboxamid C(C)OC=1C=C(C=CC1F)C1=CC=C(C(=N1)N1C(C[C@@H](C1)C)(C)C)C(=O)NS(=O)(=O)C=1C(NC=CC1)=O